3-(4-(1-(1-((4-cyanonaphthalen-1-yl)amino)-2-methyl-1-oxopropan-2-yl)-1H-pyrazol-4-yl)piperidin-1-yl)azetidine-1-carboxylic acid tert-butyl ester C(C)(C)(C)OC(=O)N1CC(C1)N1CCC(CC1)C=1C=NN(C1)C(C(=O)NC1=CC=C(C2=CC=CC=C12)C#N)(C)C